[Cl-].C(C(C)C)(=O)OC(C(=O)OC1CC2CCC(C1)[N+]21CCCC1)(C1=CC=CC=C1)C1=CC=CC=C1 3-(2-(isobutyryloxy)-2,2-diphenylacetoxy)spiro[bicyclo[3.2.1]octane-8,1'-pyrrolidin]-8-ium chloride